7-methoxypyrazolo[1,5-a]pyridin COC1=CC=CC=2N1N=CC2